8'-(benzo[d]thiazol-5-ylamino)-2'H-spiro[oxetane-3,3'-thieno[2,3-g]quinoline] 1',1'-dioxide S1C=NC2=C1C=CC(=C2)NC2=CC=NC=1C=C3C(=CC21)S(CC32COC2)(=O)=O